SC1=C(C(=C2C=3C(=C(C(=C(C3C3=CC=CC=C3C2=C1)CCCCCCCCCCCCCCCCCCCCC(C)=O)S)S)S)S)S hexamercaptotriphenylenedoeicosanone